N[C@@H]1CC[C@H](CC1)N(C(CC1=CC=C(C=C1)OC)=O)C N-(4-amino-trans-cyclohexyl)-2-(4-methoxyphenyl)-N-methylacetamide